4-(2-chloro-2-oxoethyl)benzyl 2,4-dimethylbenzoate CC1=C(C(=O)OCC2=CC=C(C=C2)CC(=O)Cl)C=CC(=C1)C